tetramethyl-oxy-(N-succinimidyl)uronium tetrafluoroborate F[B-](F)(F)F.CON(C(=[N+](N1C(CCC1=O)=O)OC)OOC)OC